C(C)[C@]1(C(OCC=2C(N3CC=4C(=NC=5C=C(C=C6C5C4CCC6)F)C3=CC21)=O)=O)O (S)-9-ethyl-5-fluoro-9-hydroxy-1,2,3,9,12,15-hexahydro-10H,13H-benzo[de]pyrano[3',4':6,7]indolizino[1,2-B]quinoline-10,13-dione